ClC=1SC(=CN1)C(=O)N1C[C@H]([C@@H](CC1)C(=O)N1CCC(CC1)(O)CN1C=NC2=C(C1=O)C=CN2C2=CC=CC=C2)C2=CC=CC=C2 3-{[1-({(3R,4R)-1-[(2-chloro-1,3-thiazol-5-yl)carbonyl]-3-phenylpiperidin-4-yl}carbonyl)-4-hydroxypiperidin-4-yl]methyl}-7-phenyl-3,7-dihydro-4H-pyrrolo[2,3-d]pyrimidin-4-one